cyclobutyl-N-ethylglycinamide C1(CCC1)NCC(=O)NCC